C(#N)C1(N(CCC2=CC=CC=C12)C)C1=CC=C(C=C1)F 1-cyano-2-methyl-1-(4-fluorophenyl)-1,2,3,4-tetrahydroisoquinoline